C(CCCCC)N1C(N(C(C(C1=O)C=CC=C1C(N(C(N(C1=O)CCCCCC)=S)CCCCCC)=O)=O)CCCCCC)=S 5-[3-(1,3-dihexyl-hexahydro-4,6-dioxo-2-thioxo-5-pyrimidinyl)-2-propen-1-ylidene]-1,3-dihexyl-dihydro-2-thioxo-4,6(1H,5H)-pyrimidinedione